(5-chloropyrazin-2-yl)(3,4-dihydro-1,5-naphthyridin-1(2H)-yl)methanone ClC=1N=CC(=NC1)C(=O)N1CCCC2=NC=CC=C12